COC(CCC=C(C(=O)N)C)C 3-methoxybutylmethacrylamide